1-octylnonyl 8-[2-(tert-butoxycarbonylamino) ethyl-[8-(1-octylnonoxy)-8-oxo-octyl]amino]octanoate C(C)(C)(C)OC(=O)NCCN(CCCCCCCC(=O)OC(CCCCCCCC)CCCCCCCC)CCCCCCCC(=O)OC(CCCCCCCC)CCCCCCCC